2-amino-5-(2-fluoro-4-(4-isopropylpiperazin-1-yl)phenyl)-N-(4-hydroxycyclohexyl)nicotinamide NC1=C(C(=O)NC2CCC(CC2)O)C=C(C=N1)C1=C(C=C(C=C1)N1CCN(CC1)C(C)C)F